CN(C1=CC=C(C=C1)O)C1=CC=C(C=C1)N1CCOCC1 4-[Methyl-(4-morpholin-4-yl-phenyl)-amino]-phenol